Cl.O1C(CCC2=CC=CC=C12)N Chromanamine HCl